N1C[C@@H](CC1)C=1C=CC=C2C(=CN=CC12)N1C(NC(CC1)=O)=O 1-[8-[(3S)-pyrrolidin-3-yl]-4-isoquinolinyl]Hexahydropyrimidine-2,4-dione